2-(4-(2-(8-chloroquinolin-6-yl)-3-isopropyl-1H-indol-5-yl)piperidin-1-yl)-N-methylacetamide ClC=1C=C(C=C2C=CC=NC12)C=1NC2=CC=C(C=C2C1C(C)C)C1CCN(CC1)CC(=O)NC